(3S)-1-[5-(trifluoromethyl)pyridin-3-yl]piperidin-3-amine trifluoroacetate FC(C(=O)O)(F)F.FC(C=1C=C(C=NC1)N1C[C@H](CCC1)N)(F)F